trans-(3-benzyloxycyclobutyl)-(2,6-dichloro-4-pyridinyl)methanone C(C1=CC=CC=C1)O[C@@H]1C[C@H](C1)C(=O)C1=CC(=NC(=C1)Cl)Cl